C(C)(C)(C)OC(N[C@H](C(=O)NC=1C=NC(=CC1)SCC1=CC=CC=C1)CC1=CC=CC=C1)=O (S)-1-(6-(benzylsulfanyl)pyridin-3-ylamino)-1-oxo-3-phenylprop-2-ylcarbamic acid tert-butyl ester